2-(4-chlorophenyl)-3-phenylbenzofuran ClC1=CC=C(C=C1)C=1OC2=C(C1C1=CC=CC=C1)C=CC=C2